BrC1=CC=2C3=C(C=NC2C=C1F)N(CC31CC(C1)O)C 8'-bromo-7'-fluoro-3-hydroxy-3'-methylspiro[cyclobutane-1,1'-pyrrolo[2,3-c]quinolin]